tert-Butyl 2-(3-acetyl-5-(2-(Bis(tert-butoxycarbonyl)amino)pyrimidin-5-yl)-1H-indazol-1-yl)acetate C(C)(=O)C1=NN(C2=CC=C(C=C12)C=1C=NC(=NC1)N(C(=O)OC(C)(C)C)C(=O)OC(C)(C)C)CC(=O)OC(C)(C)C